5-(((4-(3-chloro-4-(2-chloro-3-((2-fluoro-3-((3-hydroxypyrrolidin-1-yl)methyl)phenyl)amino)phenyl)pyridin-2-yl)-2-methoxybenzyl)amino)methyl)pyrrolidin-2-one ClC=1C(=NC=CC1C1=C(C(=CC=C1)NC1=C(C(=CC=C1)CN1CC(CC1)O)F)Cl)C1=CC(=C(CNCC2CCC(N2)=O)C=C1)OC